(3S,6S)-N-((R)-1-(4-carbamimidoylthiophen-2-yl)ethyl)-1,1-difluoro-5-azaspiro[2.4]heptane-6-carboxamide C(N)(=N)C=1C=C(SC1)[C@@H](C)NC(=O)[C@H]1NC[C@@]2(CC2(F)F)C1